N1C=CC=2C1=NC=C(C2)OC=2C=C(C=CC2C(=O)N)C=2CCC(CC2)N2[C@@H](CCC2)C2=C(C=CC=C2)C2CC2 3-((1H-pyrrolo[2,3-b]pyridin-5-yl)oxy)-4'-((S)-2-(2-cyclopropylphenyl)pyrrolidin-1-yl)-2',3',4',5'-tetrahydro-[1,1'-biphenyl]-4-carboxamide